C(C)(C)(C)OC(=O)N1CC(C[C@@H](C1)N)(F)F (S)-5-amino-3,3-difluoropiperidine-1-carboxylic acid tert-butyl ester